(2S,3R,4R)-1-acetyl-2-cyclopropyl-4-((5-fluoro-4-methylpyrimidin-2-yl)amino)-N-(2-hydroxyethyl)-3-methyl-1,2,3,4-tetrahydroquinoline-6-carboxamide C(C)(=O)N1[C@H]([C@@H]([C@H](C2=CC(=CC=C12)C(=O)NCCO)NC1=NC=C(C(=N1)C)F)C)C1CC1